N-(1-(4-((6-amino-1-methyl-3-azabicyclo[3.1.0]hexan-3-yl)methyl)phenyl)-2-oxo-1,2-dihydropyrimidin-4-yl)-4-(2-amino-2-methylpropanoyl)piperazine-1-carboxamide hydrochloride salt Cl.NC1C2CN(CC12C)CC1=CC=C(C=C1)N1C(N=C(C=C1)NC(=O)N1CCN(CC1)C(C(C)(C)N)=O)=O